C[Si](C1=NNN=C1)(C)C 4-(trimethylsilyl)-2H-1,2,3-triazole